CNC1=C(C(NC2=NC(=CC=C12)C(F)(F)F)=O)[N+](=O)[O-] 4-(methylamino)-3-nitro-7-(trifluoromethyl)-1,8-naphthyridin-2(1H)-one